OC(C1=CC=C(C=C1)O)C1=CC=CC=C1 4-(hydroxy(phenyl)methyl)phenol